(R)-N-(1-(4-(ethylsulfonyl)phenyl)-2-hydroxyethyl)-3-fluoro-4-isobutyrylbenzamide C(C)S(=O)(=O)C1=CC=C(C=C1)[C@H](CO)NC(C1=CC(=C(C=C1)C(C(C)C)=O)F)=O